CC1(BOC2=C1C=CC=C2)C 3,3-dimethyl-benzoxaborole